C(C)S(=O)(=O)C=1C(=NC=C(C1)C)C1=NC=2N(C=C1)N=C(N2)C(F)(F)F 5-(3-(ethylsulfonyl)-5-methylpyridin-2-yl)-2-(trifluoromethyl)-[1,2,4]triazolo[1,5-a]pyrimidine